ClCC1=NC(=NO1)CCC1=CC=C(C=C1)Cl 5-(chloromethyl)-3-(4-chlorophenethyl)-1,2,4-oxadiazole